[N+](=O)([O-])C=1C=C(C=CC1NCC1COCCC1)S(=O)(=O)NC(C1=CC=CC=C1)=O N-(3-nitro-4-[[(oxan-3-yl)methyl]amino]benzenesulfonyl)benzamide